C(C1=CC=CC=C1)OC1=C2C(=NC(=NC2=C(C=C1F)F)Cl)Cl 5-(benzyloxy)-2,4-dichloro-6,8-difluoroquinazoline